7-methyl-5-(4,4,5,5-tetramethyl-1,3,2-dioxaborolan-2-yl)benzo[d]oxazol-2(3H)-one CC1=CC(=CC=2NC(OC21)=O)B2OC(C(O2)(C)C)(C)C